Benzyl (2S)-2-[[(2R)-2-(9H-fluoren-9-ylmethoxycarbonylamino)-4-fluoro-butyl]-hexyl-amino]propanoate C1=CC=CC=2C3=CC=CC=C3C(C12)COC(=O)N[C@@H](CN([C@H](C(=O)OCC1=CC=CC=C1)C)CCCCCC)CCF